CC1=NC=C(C=N1)[C@@H](CC(=O)O)N1N=CC2=CC(=CC=C12)OCCC1=NC=2NCCCC2C=C1 (R)-3-(2-methylpyrimidin-5-yl)-3-(5-(2-(5,6,7,8-tetrahydro-1,8-naphthyridin-2-yl)ethoxy)-1H-indazol-1-yl)propionic acid